1-butylchlorosilane C(CCC)[SiH2]Cl